(E)-6-(6-(2-(5-Cyclopropyl-3-(2-(trifluoromethyl)pyridin-3-yl)isoxazol-4-yl)vinyl)-2-azaspiro[3.3]heptan-2-yl)-4-methoxychinolin C1(CC1)C1=C(C(=NO1)C=1C(=NC=CC1)C(F)(F)F)/C=C/C1CC2(CN(C2)C=2C=C3C(=CC=NC3=CC2)OC)C1